(1R,3S)-3-(3-(2-(3-(benzyloxy)-2-(1,3-dioxolan-2-yl)phenyl)-4-methylthiazole-5-carboxamido)-1H-pyrazol-5-yl)cyclopentyl isopropylcarbamate C(C)(C)NC(O[C@H]1C[C@H](CC1)C1=CC(=NN1)NC(=O)C1=C(N=C(S1)C1=C(C(=CC=C1)OCC1=CC=CC=C1)C1OCCO1)C)=O